ClC=1C(=C(C=CC1Cl)O)C1CC2=NN=C(N2C1)C1CCN(CC1)C1CCOCC1 3,4-dichloro-2-(3-(1-(tetrahydro-2H-pyran-4-yl)piperidin-4-yl)-6,7-dihydro-5H-pyrrolo[2,1-c][1,2,4]triazol-6-yl)phenol